2-bromo-3,9,10-trimethoxy-7,11b-dihydro-6H-indeno[2,1-c]chromen-6a-ol BrC=1C=C2C3C(COC2=CC1OC)(CC1=CC(=C(C=C13)OC)OC)O